N-[(6-Amino-2-pyridyl)sulfonyl]-2-[(2R,5S)-2,5-dimethylpyrrolidin-1-yl]-6-(3-fluoro-5-isobutoxyphenyl)-5-methylpyridin-3-carboxamid NC1=CC=CC(=N1)S(=O)(=O)NC(=O)C=1C(=NC(=C(C1)C)C1=CC(=CC(=C1)OCC(C)C)F)N1[C@@H](CC[C@@H]1C)C